C1(CCC1)CNCC=1C=CC=2N(C1)C=C(N2)CN2N=NC(=C2)C=2C=NC=C(C2)OC 1-cyclobutyl-N-((2-((4-(5-methoxypyridin-3-yl)-1H-1,2,3-triazol-1-yl)methyl)imidazo[1,2-a]pyridin-6-yl)methyl)methylamine